FC1=CC=C(OCC=2N=C3N(C=C(C=N3)C=3C=NC(=CC3)C(F)(F)F)C2)C=C1 2-[(4-fluorophenoxy)methyl]-6-[6-(trifluoromethyl)-3-pyridyl]imidazo[1,2-a]pyrimidine